O[C@H]1CN(CC1)C1(CNC2=CC=CC=C2C1=O)CN([C@@H]1CNCCC1)CC1=CC(=NC=C1)C (3R-3-hydroxypyrrolidin-1-yl)-3-({[(2-methylpyridin-4-yl)methyl][(3S)-piperidin-3-yl]amino}methyl)-1,4-dihydroquinolin-4-one